4-[(3-chloro-4-fluoro-phenyl)amino]-6-{[4-(homomorpholin-4-yl)-1-oxo-2-buten-1-yl]amino}-7-[(S)-(tetrahydrofuran-3-yl)oxy]-quinazoline ClC=1C=C(C=CC1F)NC1=NC=NC2=CC(=C(C=C12)NC(C=CCN1CCOCCC1)=O)O[C@@H]1COCC1